OC1=CC=C(C=C1)CCCC 4-hydroxyphenylbutane